N1(CCC1)C=1C=C(C=NC1)C=1N=NN(C1)CC=1N=C2N(C=C(C=C2)CNCC23CC(C2)(C3)F)C1 1-(2-((4-(5-(azetidine-1-yl)pyridin-3-yl)-1H-1,2,3-triazol-1-yl)methyl)imidazo[1,2-a]pyridin-6-yl)-N-((3-fluorobicyclo[1.1.1]pentan-1-yl)methyl)methylamine